2-((6-(4-((((R)-1-(2-chloropyridin-3-yl)ethoxy)carbonyl)amino)-3-methylisoxazol-5-yl)-2-methylpyridin-3-yl)carbamoyl)cyclohexane-1-carboxylic acid ClC1=NC=CC=C1[C@@H](C)OC(=O)NC=1C(=NOC1C1=CC=C(C(=N1)C)NC(=O)C1C(CCCC1)C(=O)O)C